Methyl 5-chloro-4-(3-((((5-(chloromethyl)-1-methyl-1H-pyrazol-3-yl)methyl)(methyl)amino)methyl)-1,5-dimethyl-1H-pyrazol-4-yl)-1-(3-methoxy-3-oxopropyl)-3-methyl-1H-indole-2-carboxylate ClC=1C(=C2C(=C(N(C2=CC1)CCC(=O)OC)C(=O)OC)C)C=1C(=NN(C1C)C)CN(C)CC1=NN(C(=C1)CCl)C